1-(1-(1-((1-(4-(4-(3-Amino-6-(2-hydroxyphenyl)pyridazin-4-yl)morpholin-2-yl)benzoyl)-4-fluoropiperidin-4-yl)methyl)piperidin-4-yl)-3-methyl-1H-indol-5-yl)dihydropyrimidine NC=1N=NC(=CC1N1CC(OCC1)C1=CC=C(C(=O)N2CCC(CC2)(F)CN2CCC(CC2)N2C=C(C3=CC(=CC=C23)N2CNCC=C2)C)C=C1)C1=C(C=CC=C1)O